N=1C(=CN2C1C=CC=C2)C=2C=C(C(=O)N1CCC3(CCN(CC3)C(=O)C3=CC(=CC=C3)N3C=NC(=C3)C)CC1)C=CC2 (9-(3-(imidazo[1,2-a]pyridin-2-yl)benzoyl)-3,9-diazaspiro[5.5]undecan-3-yl)(3-(4-Methyl-1H-imidazol-1-yl)phenyl)methanone